FC(C(=O)[O-])(F)F.O=C1N=NC(N1C1=CC=C(C=C1)C[N+](C)(C)C)=O [4-(3,5-dioxo-1,2,4-triazolin-4-yl)phenyl]methyl-trimethyl-ammonium trifluoroacetate